ClC1=CC=C(OC2=CC=C(C=C2)NN)C=C1 4-(4-chlorophenoxy)phenylhydrazine